pentazinine N1=NN=NN=C1